tert-butyl (3-((4-((3-chloro-2-fluorophenyl)amino)quinazolin-6-yl)amino)propyl)carbamate ClC=1C(=C(C=CC1)NC1=NC=NC2=CC=C(C=C12)NCCCNC(OC(C)(C)C)=O)F